O1C(=CC=C1)C1=C(C=CC(=C1)CCNC)NS(=O)(=O)C1=CSC=C1 N-(2-(furan-2-yl)-4-(2-(methylamino)ethyl)phenyl)thiophene-3-sulfonamide